(2R,3S,5R)-5-(6-amino-2-fluoro-9H-purin-9-yl)-2-ethynyl-2-(hydroxymethyl)tetrahydrofuran-3-yl (1,3-bis(isobutyryloxy)propan-2-yl) succinate C(CCC(=O)OC(COC(C(C)C)=O)COC(C(C)C)=O)(=O)O[C@@H]1[C@](O[C@H](C1)N1C2=NC(=NC(=C2N=C1)N)F)(CO)C#C